NC(C(=O)O)=C (dl)-alpha-aminoacrylic acid